ClC1=CC=CN2C(=CC(=C12)C(=O)NCC1CCC(CC1)(F)F)CC1OCCC1 8-chloro-N-((4,4-difluorocyclohexyl)methyl)-3-((tetrahydrofuran-2-yl)methyl)indolizine-1-carboxamide